(6-chloro-4-((3-(piperidin-1-yl)propyl)amino)pyridin-3-yl)methanol ClC1=CC(=C(C=N1)CO)NCCCN1CCCCC1